CON(C(CCC1CC(C1)C(CC(=O)OC(C)(C)C)C=1C=NC(=CC1)OC)=O)C tert-Butyl 3-(3-(3-(methoxy(methyl)amino)-3-oxopropyl)cyclobutyl)-3-(6-methoxypyridin-3-yl)propanoate